1-((1r,4r)-4-((4-(isoindolin-2-ylmethyl)-2-(methylsulfonyl)phenoxy)methyl)cyclohexyl)ethan-1-one C1N(CC2=CC=CC=C12)CC1=CC(=C(OCC2CCC(CC2)C(C)=O)C=C1)S(=O)(=O)C